CC1=C(CNC(OC(C)(C)C)=O)C=CC(=C1)C1=NC=NN2C1=CC(=C2)N2CCN(CC2)C tert-butyl (2-methyl-4-(6-(4-methylpiperazin-1-yl)pyrrolo[2,1-f][1,2,4]triazin-4-yl)benzyl)carbamate